CC(CC1=C(C=CC(=C1)F)N\N=C(\C(=O)OCC)/C)(C)C ethyl (2E)-2-[[2-(2,2-dimethylpropyl)-4-fluoro-phenyl]hydrazono]propanoate